2-methyl-1,3-butanediol benzoate C(C1=CC=CC=C1)(=O)O.CC(CO)C(C)O